5-amino-8-bromo-2-(4-fluorobenzyl)-7-phenyl-[1,2,4]triazolo[4,3-C]pyrimidin-3(2H)-one NC1=NC(=C(C=2N1C(N(N2)CC2=CC=C(C=C2)F)=O)Br)C2=CC=CC=C2